OC(C=CC=CC(=O)O)C(CCCCCCCCCCC)O 6,7-dihydroxy-octadecadienoic acid